CC=1N=C(SC1C1(OCCO1)C)C=O 4-methyl-5-(2-methyl-1,3-dioxolan-2-yl)thiazole-2-carbaldehyde